(13SR,14SR)-13,14-dihydroxyoxacyclohexadecan-2-one O[C@H]1CCCCCCCCCCC(OCC[C@@H]1O)=O |r|